NC1=C(C=C(C=C1)S(=O)(=O)C1=CC(=C(C=C1)N)O)O bis(4-amino-3-hydroxyphenyl) Sulfone